ethyl (2S,3S)-3-cyclopropyl-1-(oxetan-3-yl)aziridine-2-carboxylate C1(CC1)[C@H]1[C@H](N1C1COC1)C(=O)OCC